tert-butyl (3R,4R)-4-((4-(3-(2,6-bis(benzyloxy)pyridin-3-yl)-5-fluoro-1-methyl-1H-indazol-6-yl)-3,6-dihydropyridin-1(2H)-yl)methyl)-3-methylpiperidine-1-carboxylate C(C1=CC=CC=C1)OC1=NC(=CC=C1C1=NN(C2=CC(=C(C=C12)F)C=1CCN(CC1)C[C@H]1[C@H](CN(CC1)C(=O)OC(C)(C)C)C)C)OCC1=CC=CC=C1